(R)-6-(1-amino-8-azaspiro[4.5]decan-8-yl)-3-((2,3-dichlorophenyl)thio)pyrazin-2-ol N[C@@H]1CCCC12CCN(CC2)C2=CN=C(C(=N2)O)SC2=C(C(=CC=C2)Cl)Cl